methyl-4-(4-chloro-2-(1-methyl-1H-pyrazol-4-yl)phenyl)-4-hydroxy-3-methyl-2-methylenebutanoate COC(C(C(C(O)C1=C(C=C(C=C1)Cl)C=1C=NN(C1)C)C)=C)=O